(R*)-4-bromo-5-methoxy-5,6,7,8-tetrahydro-1H-benzo[f]indazole BrC1=C2C=NNC2=CC2=C1[C@@H](CCC2)OC |o1:10|